p-fluoro-L-phenylalanine FC1=CC=C(C[C@H](N)C(=O)O)C=C1